4-((1H-imidazol-1-yl)methyl)-2-oxabicyclo[2.1.1]hexan N1(C=NC=C1)CC12COC(C1)C2